2-([1,1':4',1''-terphenyl]-3-yl)-4-chloro-6-phenyl-1,3,5-triazine C1(=CC(=CC=C1)C1=NC(=NC(=N1)Cl)C1=CC=CC=C1)C1=CC=C(C=C1)C1=CC=CC=C1